5-bromo-7-fluoro-1-methyl-1H-benzo[d]imidazole BrC1=CC2=C(N(C=N2)C)C(=C1)F